BrCC(=O)C1=CC=C(C=C1)O[Si](C)(C)C(C)(C)C 2-Bromo-1-(4-{[tert-butyl-(dimethyl)silyl]oxy}phenyl)ethan-1-one